BrC1=CC(=C(C=C1)NC(CC1=CC=C(C=C1)C#N)=S)I N-(4-bromo-2-iodophenyl)-2-(4-cyanophenyl)thioacetamide